1-(2-(2-Fluoropyridin-4-yl)-7,8,9,10-tetrahydro-6H-cyclohepta[b]quinolin-11-yl)pyrrolidin-3-amine hydrochloride Cl.FC1=NC=CC(=C1)C=1C=C2C(=C3C(=NC2=CC1)CCCCC3)N3CC(CC3)N